ClCCC(O)(C1=CC=C(C=C1)OC(F)(F)F)[2H] 3-chloro-1-deuterio-1-[4-(trifluoromethoxy)phenyl]propan-1-ol